myristoleyl methanesulfonate CS(=O)(=O)OCCCCCCCC\C=C/CCCC